(Z)-1-(4-bromo-2,5-difluorophenyl)-3-(cyclopropylamino)but-2-en-1-one BrC1=CC(=C(C=C1F)C(\C=C(\C)/NC1CC1)=O)F